COC1=C2C=C(N(C2=CC=C1)S(=O)(=O)C1=CC=CC=C1)C#N 4-methoxy-1-(phenylsulfonyl)-1H-indole-2-carbonitrile